(e)-4-(5-bromo-2-(3-(3-chloro-2-fluoro-6-(1H-tetrazol-1-yl)phenyl)acryloyl)-N-methyl-1,2,3,4-tetrahydroisoquinoline-1-carboxamido)benzoic acid BrC1=C2CCN(C(C2=CC=C1)C(=O)N(C)C1=CC=C(C(=O)O)C=C1)C(\C=C\C1=C(C(=CC=C1N1N=NN=C1)Cl)F)=O